C1(CCCC1)NC1=CC(=NC=C1N1N=NC(=C1)C1CCC(CC1)CN1CCN(CC1)C=1C=C2C(N(CC2=CC1)C1C(NC(CC1)=O)=O)=O)N1N=CC=2C1=NC=C(C2)C#N 1-[4-(Cyclopentylamino)-5-[4-[4-[[4-[2-(2,6-dioxo-3-piperidyl)-3-oxo-isoindolin-5-yl]piperazin-1-yl]methyl]cyclohexyl]triazol-1-yl]-2-pyridyl]pyrazolo[3,4-b]pyridine-5-carbonitrile